FC1=C(C=C2CN(C(C2=C1)=O)C1CNCCC1)C1CCN(CC1)S(=O)(=O)C1=CC=C(C=C1)C(C)C 3-(6-Fluoro-5-(1-((4-isopropylphenyl)sulfonyl)piperidin-4-yl)-1-oxoisoindolin-2-yl)piperidine